C1(CC1)CN1C(N(C(C(=C1)C(=O)NC1=CC=C(C=C1)OC=1C2=C(N=CN1)CN(CC2)C2CN(C2)C)=O)C2=CC=C(C=C2)F)=O 1-(cyclopropylmethyl)-3-(4-fluorophenyl)-N-(4-((7-(1-methylazetidin-3-yl)-5,6,7,8-tetrahydropyrido[3,4-d]pyrimidin-4-yl)oxy)phenyl)-2,4-dioxo-1,2,3,4-tetrahydropyrimidine-5-carboxamide